selendiazole [Se]1N=NC=C1